2-(4-fluorophenyl)quinazolin-4(3H)-one FC1=CC=C(C=C1)C1=NC2=CC=CC=C2C(N1)=O